(6-(2-(2-amino-3-chloropyridin-4-yl)vinyl)-3-(1-amino-6-methoxy-1,3-dihydrospiro[inden-2,4'-piperidin]-1'-yl)pyrazin-2-yl)methanol NC1=NC=CC(=C1Cl)C=CC1=CN=C(C(=N1)CO)N1CCC2(CC1)C(C1=CC(=CC=C1C2)OC)N